N1(C(CCC1)=O)C1=CC=NC=C1 4-(1-Pyrrolidonyl)pyridin